FC(C)(F)C1(CC1)NC(OC(C)(C)C)=O tert-butyl (1-(1,1-difluoroethyl)cyclopropyl)carbamate